8-bromo-3-(5-(trifluoromethyl)-1,3,4-thiadiazol-2-yl)-[1,2,4]triazolo[4,3-a]pyridine-6-sulfonyl chloride BrC=1C=2N(C=C(C1)S(=O)(=O)Cl)C(=NN2)C=2SC(=NN2)C(F)(F)F